2-oxo-N-(2-phenylphenyl)propanamide O=C(C(=O)NC1=C(C=CC=C1)C1=CC=CC=C1)C